methyl 3-((tert-butoxycarbonyl)(1-(cyanomethyl)cyclopropyl)amino)propanoate C(C)(C)(C)OC(=O)N(CCC(=O)OC)C1(CC1)CC#N